(4,8-Bis(4-chloro-5-(2-ethylhexyl)thiophen-2-yl)benzo[1,2-b:4,5-b']dithiophene-2,6-diyl)bis(trimethylstannane) ClC=1C=C(SC1CC(CCCC)CC)C1=C2C(SC(=C2)[Sn](C)(C)C)=C(C2=C1SC(=C2)[Sn](C)(C)C)C=2SC(=C(C2)Cl)CC(CCCC)CC